COC1=C2CCNC2=C(C=C1)[N+](=O)[O-] 4-methoxy-7-nitro-2,3-Dihydro-1H-indole